tert-butyl (2R,4S)-4-({2-cyano-6-[(1S)-1-[(2S)-1-methylpyrrolidin-2-yl]ethoxy]-pyrimidin-4-yl}oxy)-2-(cyanomethyl)piperidine-1-carboxylate C(#N)C1=NC(=CC(=N1)O[C@@H]1C[C@H](N(CC1)C(=O)OC(C)(C)C)CC#N)O[C@@H](C)[C@H]1N(CCC1)C